N[C@@H](CCCCNC(OC(C)(C)C)=O)C(NCCOCCOCCOCCOCCOCCOCCOCCOCCC(=O)N[C@@H](CCCCNC(CCCC1=CC=C(C=C1)I)=O)C(=O)OC(C)(C)C)=O tert-Butyl N2-((S)-10-amino-2,2-dimethyl-4,11-dioxo-3,15,18,21,24,27,30,33,36-nonaoxa-5,12-diazanonatriacontan-39-oyl)-N6-(4-(4-iodophenyl)butanoyl)-L-lysinate